C(CCCC)(=O)OSC(=O)SCCCCCCCCCCCC ((dodecyl-thio) carbonyl thio) pentanoate